N1(CCCC1)CC=1C=C(C=C(C1)OCCCCCCCCC\C=C/C\C=C/CCCCCCCC(=O)[O-])OCCCCCCCCC\C=C/C\C=C/CCCCCCCC(=O)[O-] (9Z,9'Z,12Z,12'Z)-((5-(pyrrolidin-1-ylmethyl)-1,3-phenylene)bis(oxy))bis(butan-4,1-diyl)bis(octadeca-9,12-dienoate)